ClC1=C(C=C(C=C1)CC(=O)N)C(F)(F)F 2-(4-chloro-3-(trifluoromethyl)phenyl)-acetamide